4-(4-Aminopyrimidin-2-yl)-N-(2-methyl-5-(6-(2-(4-methylpiperazin-1-yl)ethyl)pyridin-3-yl)phenyl)-N-propylthiazol-2-amine NC1=NC(=NC=C1)C=1N=C(SC1)N(CCC)C1=C(C=CC(=C1)C=1C=NC(=CC1)CCN1CCN(CC1)C)C